(R)-N-(2-fluoro-5-((2-(3-isopropylpyrrolidin-1-yl)ethyl)carbamoyl)phenyl)-2-(1-methyl-1H-pyrazol-4-yl)-1H-pyrrolo[2,3-b]pyridine-5-carboxamide FC1=C(C=C(C=C1)C(NCCN1C[C@H](CC1)C(C)C)=O)NC(=O)C=1C=C2C(=NC1)NC(=C2)C=2C=NN(C2)C